1-(6-Fluoro-1H-pyrrolo[3,2-b]pyridin-3-yl)-N,N,N-trimethylmethanaminium Iodide [I-].FC=1C=C2C(=NC1)C(=CN2)C[N+](C)(C)C